3-(4-cyclopropyl-2,5-dioxo-imidazolidin-4-yl)-2-methyl-propanoic acid C1(CC1)C1(NC(NC1=O)=O)CC(C(=O)O)C